C(C)(C)(C)OC(=O)N1[C@@H](CN(CC1)CCOC1=C(C=C(C=C1)[N+](=O)[O-])C=C)C (R)-2-methyl-4-(2-(4-nitro-2-vinylphenoxy)ethyl)piperazine-1-carboxylic acid tert-butyl ester